C(C)(C)(C)C1=NN2C(N(C(C3=C2N=CC=C3)=S)CC(=O)NC3=NC=C(C=C3)F)=C1 2-(2-(tert-butyl)-5-thioxopyrazolo[1,5-a]pyrido[3,2-e]pyrimidin-4(5H)-yl)-N-(5-fluoropyridin-2-yl)acetamide